N-(6-(5-chloro-7-((1S,2R)-1,2-dimethoxypropyl)-6-fluoro-1H-indazol-4-yl)imidazo[1,2-a]pyrazin-2-yl)-2-fluorocyclopropane-1-carboxamide ClC=1C(=C2C=NNC2=C(C1F)[C@@H]([C@@H](C)OC)OC)C=1N=CC=2N(C1)C=C(N2)NC(=O)C2C(C2)F